FC1=C(C=CC(=N1)C1=NNC(=C1C(C)C)C=1C=C(C=2N(C1)N=CN2)OC)C2CCN(CC2)CC2CCOCC2 6-(3-(6-fluoro-5-(1-((tetrahydro-2H-pyran-4-yl)methyl)piperidin-4-yl)pyridin-2-yl)-4-isopropyl-1H-pyrazol-5-yl)-8-methoxy-[1,2,4]triazolo[1,5-a]pyridine